C(#N)CCN(C(=O)C=1C=C(C2=C(N(C=N2)C=2C=CC(=NC2)NC(OC)=O)C1)C)C1=CC(=C(C=C1)F)OC methyl N-[5-[6-[2-cyanoethyl-(4-fluoro-3-methoxy-phenyl)carbamoyl]-4-methyl-benzimidazol-1-yl]-2-pyridyl]carbamate